C(C)(C)(C)C1=C(C(=CC(=C1)C(C)(C)C)O)O 3,5-Di-tert-butylbenzene-1,2-diol